ClC=1C=NC(=NC1)N1CCC(CC1)CCCOC1=CC(=C(C=C1)CC(=O)N1CC(C1)CC(=O)NCC(CO)(CO)O)F 2-[1-[2-[4-[3-[1-(5-chloropyrimidin-2-yl)-4-piperidyl]propoxy]-2-fluoro-phenyl]acetyl]azetidin-3-yl]-N-[2,3-dihydroxy-2-(hydroxymethyl)propyl]acetamide